C(C)OC1=NC=2N(C(C(=NC2C=N1)N1CC2=CC(=CC=C2CC1)Br)=O)C=1C=NC(=CC1)OC 2-ethoxy-8-(6-Methoxypyridin-3-yl)-6-(7-bromo-3,4-dihydroisoquinolin-2(1H)yl)pteridin-7(8H)-one